1-(2-methoxyethyl)-4-phenyl-3-[(2E)-3-(pyrimidin-5-yl)prop-2-enoyl]-1,2-dihydroquinolin-2-one COCCN1C(C(=C(C2=CC=CC=C12)C1=CC=CC=C1)C(\C=C\C=1C=NC=NC1)=O)=O